bicyclo[2.2.1]hept-2-ene-2-carboxylic acid, 2-ethylhexyl ester C12C(=CC(CC1)C2)C(=O)OCC(CCCC)CC